ClC1=C(C=NC2=CC=C(C=C12)Cl)S(=O)(=O)N 4,6-dichloroquinoline-3-sulfonamide